fluoro-2-((1-(3-fluorobenzyl)piperidin-4-yl)methyl)-5,6-dimethoxy-2,3-dihydrobenzo[b]thiophene 1,1-dioxide FC1(CC2=C(S1(=O)=O)C=C(C(=C2)OC)OC)CC2CCN(CC2)CC2=CC(=CC=C2)F